Cl.FC1=C(C=CC(=C1)C1=C2C(=NC=C1)NC(=N2)C=2C=NN(C2)C)CN (2-fluoro-4-(2-(1-methyl-1H-pyrazol-4-yl)-3H-imidazo[4,5-b]pyridin-7-yl)phenyl)methanamine hydrochloride